8-Benzyl-6-(2,6-difluorophenyl)-2-(furan-2-ylmethyl)imidazo[1,2-a]pyrazin-3(7H)-on C(C1=CC=CC=C1)C1=C2N(C=C(N1)C1=C(C=CC=C1F)F)C(C(=N2)CC=2OC=CC2)=O